1-propionyl-4-acetoxypiperidine C(CC)(=O)N1CCC(CC1)OC(C)=O